NC1=C(C=C(C=N1)NC(C(=O)N(CC1=NC=C(C=C1)C(F)(F)F)[C@H]1[C@@H](CCC1)OC(F)F)=O)C1CC1 N1-(6-amino-5-cyclopropylpyridin-3-yl)-N2-((1R,2R)-2-(difluoromethoxy)cyclopentyl)-N2-((5-(trifluoromethyl)pyridin-2-yl)methyl)oxalamide